N-(benzo[b]thiophen-3-ylmethyl)-5-methyl-6-(3-(trifluoromethyl)-7,8-dihydro-1,6-naphthyridin-6(5H)-yl)nicotinamide S1C2=C(C(=C1)CNC(C1=CN=C(C(=C1)C)N1CC=3C=C(C=NC3CC1)C(F)(F)F)=O)C=CC=C2